O=C([C@@H](O)[C@H](O)CO)O.OC(CCO)[SiH](O[Si](C)(C)C)C 1,3-dihydroxypropyl tetramethyl disiloxane D-threonate